bismaleimidodiphenylmethane C1(C=CC(N1C(C1=CC=CC=C1)(C1=CC=CC=C1)N1C(C=CC1=O)=O)=O)=O